4-(4-chloropyrazolo[3,4-b]pyridin-2-yl)butan-1-ol ClC=1C=2C(N=CC1)=NN(C2)CCCCO